2,2-dichlorovinyl 2-ethylsulfinylethyl phosphate P(=O)(OC=C(Cl)Cl)(OCCS(=O)CC)[O-]